ethoxy-5-[(2R)-4-[6-ethoxy-2-(trifluoromethyl)pyridine-3-carbonyl]-2-ethylpiperazin-1-yl]-N-[2-(methylamino)ethyl]-[2,3'-bipyridine]-6-carboxamide C(C)OC=1C(=NC(=C(C1)N1[C@@H](CN(CC1)C(=O)C=1C(=NC(=CC1)OCC)C(F)(F)F)CC)C(=O)NCCNC)C=1C=NC=CC1